ClC1=NN(C2=NC(=NC=C21)Cl)C[C@H](COC2=NN(C(=C2[N+](=O)[O-])C)C2CCOCC2)C (R)-3,6-dichloro-1-(2-methyl-3-((5-methyl-4-nitro-1-(tetrahydro-2H-pyran-4-yl)-1H-pyrazol-3-yl)oxy)propyl)-1H-pyrazolo[3,4-d]pyrimidine